4-((1E,4Z,6E)-5-hydroxy-7-(4-hydroxy-3-methoxyphenyl)-3-oxo-hept-1,4,6-trien-1-yl)-2-methoxyphenyl 5-ethyl-2,2-dimethyl-1,3-dioxane-5-carboxylate C(C)C1(COC(OC1)(C)C)C(=O)OC1=C(C=C(C=C1)\C=C\C(\C=C(\C=C\C1=CC(=C(C=C1)O)OC)/O)=O)OC